2-(hydroxymethyl)-5,5-dimethyl-7-(4-morpholinophenyl)-4-(propylamino)-5,7-dihydro-6H-pyrrolo[2,3-d]pyrimidin-6-one OCC=1N=C(C2=C(N1)N(C(C2(C)C)=O)C2=CC=C(C=C2)N2CCOCC2)NCCC